C(#N)C=1C=C(N=NC1)C(=O)NC1=CC(=C(C=C1)C)C1=CC(=NC(=C1)C1=CC(=NC=C1)C(NC)=O)OCCO 5-cyano-N-[3-[2-(2-hydroxyethoxy)-6-[2-(methylcarbamoyl)-4-pyridyl]-4-pyridyl]-4-methyl-phenyl]pyridazine-3-carboxamide